FC=1C(=CC(=NC1)OC)C1=CC(=NN1)C(=O)N1C2(CC2)C[C@H](CC1)C(=O)N[C@@H]1COC[C@@H]1N1CCOCC1 (S)-4-(5-(5-fluoro-2-methoxypyridin-4-yl)-1H-pyrazole-3-carbonyl)-N-((3S,4R)-4-morpholinotetrahydrofuran-3-yl)-4-azaspiro[2.5]octane-7-carboxamide